(S)-N-(6-chloro-4-(1-methoxyethyl)-1,5-naphthyridin-3-yl)-N'-(6-(2H-1,2,3-triazole-2-yl)-5-(trifluoromethyl)pyridin-3-yl)urea ClC=1N=C2C(=C(C=NC2=CC1)NC(=O)NC=1C=NC(=C(C1)C(F)(F)F)N1N=CC=N1)[C@H](C)OC